(2-(4-cyclopropyl-1-(2,6-dichlorophenyl)-1H-1,2,3-triazol-5-yl)-2-hydroxy-7-azaspiro[3.5]non-7-yl)-4-fluorobenzo[d]thiazole-6-carboxylic acid ethyl ester C(C)OC(=O)C1=CC2=C(N=C(S2)N2CCC3(CC(C3)(O)C3=C(N=NN3C3=C(C=CC=C3Cl)Cl)C3CC3)CC2)C(=C1)F